2-chloro-1,3-diisopropylimidazole tetrafluoroborate F[B-](F)(F)F.ClC1N(C=CN1C(C)C)C(C)C